(R)-1-(7-bromo-2-chloro-6,8-difluoroquinazolin-4-yl)-3-methylpiperidin-3-ol BrC1=C(C=C2C(=NC(=NC2=C1F)Cl)N1C[C@@](CCC1)(O)C)F